N[C@H](C(=O)N[C@H](C(=O)N[C@@H](C(=O)N[C@H](C(=O)O)CC1=CC(=C(C(=C1)[N+](=O)[O-])O)[N+](=O)[O-])CC1=CC=C(C=C1)C)CCCCNC(CCCCCCC)=O)CC=1N=CN(C1)C(C1=CC=CC=C1)C1=CC=CC=C1 (S)-2-((R)-2-((S)-2-((S)-2-amino-3-(1-benzhydryl-1H-imidazol-4-yl)propanamido)-6-octanamidohexanamido)-3-(p-tolyl)propanamido)-3-(4-hydroxy-3,5-dinitrophenyl)propanoic acid